OC1(COC1)C1=CC(=C(C(=O)O)C=C1)N1CCC2(CC2)CC1 4-(3-Hydroxyoxetan-3-yl)-2-(6-azaspiro[2.5]octan-6-yl)benzoic Acid